1-methyl-N3-(5-(quinolin-6-yl)pyrrolo[2,1-f][1,2,4]triazin-2-yl)cyclobutane-1,3-diamine CC1(CC(C1)NC1=NN2C(C=N1)=C(C=C2)C=2C=C1C=CC=NC1=CC2)N